ClC=1C=C(C=CC1)C#CC1=NN=C2N1CCN(C2)C(=O)C=2OC=C(C2)C {3-[(3-Chlorophenyl)ethynyl]-5,6-dihydro[1,2,4]triazolo[4,3-a]pyrazin-7(8H)-yl}(4-methylfuran-2-yl)methanone